CN1CCN(CC1)C(=O)C1=CC=2N=C(N=C(C2O1)N1CCOCC1)N1N=C(C=C1)C=1C=C(C=CC1)C (4-methylpiperazin-1-yl)(4-morpholino-2-(3-(m-tolyl)-1H-pyrazol-1-yl)furo[3,2-d]pyrimidin-6-yl)methanone